COC1=C(C(=CC=C1)C)N1CCCN(S1(=O)=O)CC(=O)NC1C2CC3(CC(CC1C3)C2)C(=O)N 4-(2-(6-(2-methoxy-6-methylphenyl)-1,1-dioxido-1,2,6-thiadiazinan-2-yl)acetamido)adamantan-1-carboxamide